ClC1=C(C=CC=C1)CCC(=O)N 3-(2-chloro-phenyl)-propionamide